5-{4-[(4-{[4-(trifluoromethoxy)phenyl]Amino}piperidin-1-yl)sulfonyl]phenyl}-1H-indazole-3-carbonitrile FC(OC1=CC=C(C=C1)NC1CCN(CC1)S(=O)(=O)C1=CC=C(C=C1)C=1C=C2C(=NNC2=CC1)C#N)(F)F